C(C)(C)N1C=C(C=2N=C(N=CC21)SCCC(=O)OCC(CCCC)CC)N2CCCCC2 2-ethylhexyl 3-((5-isopropyl-7-(piperidin-1-yl)-5H-pyrrolo[3,2-d]pyrimidin-2-yl)thio)propionate